1-(6-chloropyrimidin-4-yl)-2,2-difluoro-ethanone ClC1=CC(=NC=N1)C(C(F)F)=O